ClC1=C(C=C(C=C1)F)[N+]#[C-] 2-CHLORO-5-FLUOROPHENYLISOCYANIDE